BrC=1C=C2C(=NC1)NC(N2C(C)C)=O 6-bromo-1-isopropyl-1,3-dihydro-2H-imidazo[4,5-b]pyridin-2-one